2-(((1r,4S)-4-(6-((4-chloro-2-fluorobenzofuran-7-yl)methoxy)pyridin-2-yl)cyclohexyl)methyl)-3-(((S)-oxetan-2-yl)methyl)-3H-imidazo[4,5-b]pyridine-5-carboxylic acid ClC1=CC=C(C2=C1C=C(O2)F)COC2=CC=CC(=N2)C2CCC(CC2)CC2=NC=1C(=NC(=CC1)C(=O)O)N2C[C@H]2OCC2